ethyl (E)-3-(m-tolyl)acrylate C1(=CC(=CC=C1)/C=C/C(=O)OCC)C